C(=O)C=1SC=C(N1)C(=O)NC(C)C 2-FORMYL-N-ISOPROPYLTHIAZOLE-4-CARBOXAMIDE